2-(6-(1-((1S,2S,3S,5R)-2-fluoro-9-azabicyclo[3.3.1]nonan-3-yl)vinyl)pyridazin-3-yl)-5-(1H-imidazol-1-yl)phenol F[C@@H]1[C@@H]2CCC[C@H](C[C@H]1C(=C)C1=CC=C(N=N1)C1=C(C=C(C=C1)N1C=NC=C1)O)N2